C(C1=CC=CC=C1)NC(=O)C=1N=C(SC1)NC1=NC=NC=C1 N-benzyl-2-(pyrimidin-4-ylamino)-1,3-thiazole-4-carboxamide